(4-(2-fluoro-4-(1,1,1-trifluoro-2-hydroxypropan-2-yl)phenyl)thiophen-2-yl)boronic acid FC1=C(C=CC(=C1)C(C(F)(F)F)(C)O)C=1C=C(SC1)B(O)O